2-ANILINO-7-METHYL-4-OXO-4H-PYRIDO[1,2-A]PYRIMIDINE-3-CARBALDEHYDE N(C1=CC=CC=C1)C=1N=C2N(C(C1C=O)=O)C=C(C=C2)C